bis(3-amino-4-hydroxyphenyl)propane NC=1C=C(C=CC1O)C(C)(C)C1=CC(=C(C=C1)O)N